(2-acetyl-4-bromo-phenyl)ethanone tert-butyl-(1S,2S,5R)-2-((6-bromopyridin-2-yl)carbamoyl)-3-azabicyclo[3.1.0]hexane-3-carboxylate C(C)(C)(C)OC(=O)N1[C@@H]([C@H]2C[C@H]2C1)C(NC1=NC(=CC=C1)Br)=O.C(C)(=O)C1=C(C=CC(=C1)Br)C(C)=O